C(C)C1=NC2=CC(=C(C=C2C(N1C1=C(C(=CC=C1)C(F)(F)F)C)=O)/C=C/C(=O)NO)F (E)-3-(2-ethyl-7-fluoro-3-(2-methyl-3-(trifluoromethyl)phenyl)-4-oxo-3,4-dihydroquinazolin-6-yl)-N-hydroxyacrylamide